L-aspartic acid alpha-tert-butyl ester CC(C)(C)OC(=O)[C@H](CC(=O)O)N